diphenic hydride C=1(C(C=O)=CC=CC1)C=1C(C=O)=CC=CC1